L-2-Aminobutyric acid N[C@H](C(=O)O)CC